5-(4-(6-amino-5-nitropyrimidin-4-yl)piperazin-1-yl)pentyl-5-cyano-1H-indole NC1=C(C(=NC=N1)N1CCN(CC1)CCCCCN1C=CC2=CC(=CC=C12)C#N)[N+](=O)[O-]